2-chloro-4-(cyclohexylthio)-5-methylpyrimidine ClC1=NC=C(C(=N1)SC1CCCCC1)C